O=C1NC=CC2=C1N=NC(=C2)NC(=O)C2CC2 N-(8-oxo-7,8-dihydropyrido[3,4-c]pyridazine-3-yl)cyclopropaneformamide